C(C)N1C[C@H]2OCCN([C@H]2C1)C(=O)[O-] (4aS,7aR)-6-ethyl-2,3,4a,5,7,7a-hexahydropyrrolo[3,4-b][1,4]oxazine-4-carboxylate